COC=1C=C2C(=NC=NC2=CC1OC)N(CCCCCN)C N1-(6,7-dimethoxyquinazolin-4-yl)-N1-methylpentane-1,5-diamine